NC1=CC=NN1C(N)=S 5-amino-pyrazole-1-carbothioamide